[1-(ethoxycarbonyloxy)]ethyl methyl (2E)-but-2-ene-1,4-dioate C(\C=C\C(=O)OC)(=O)OC(C)OC(=O)OCC